N-(2-cyclopropyl-2,2-difluoroethyl)-5-(imidazo[1,2-a]pyridin-6-yl)-7H-pyrrolo[2,3-d]pyrimidin-2-amine C1(CC1)C(CNC=1N=CC2=C(N1)NC=C2C=2C=CC=1N(C2)C=CN1)(F)F